hafnium tantalum carbon nitrogen [N].[C].[Ta].[Hf]